(1S,2S)-2-(difluoromethyl)cyclopropane-1-carboxylic acid FC([C@@H]1[C@H](C1)C(=O)O)F